N-[(3,5-difluoropyridin-2-yl)methyl]-3-[(3R)-3-methyl-[1,4'-bipiperidin]-1'-yl]-1,2,4-oxadiazole-5-carboxamide FC=1C(=NC=C(C1)F)CNC(=O)C1=NC(=NO1)N1CCC(CC1)N1C[C@@H](CCC1)C